thioglutarimidoisoindolinone C1(CCCC(N1N1C(C2=CC=CC=C2C1)=O)=O)=S